BrCC=1C(=CC(NN1)=O)OC1CCC1 6-(bromomethyl)-5-cyclobutyloxypyridazin-3(2H)-one